CCCCCCCCCCCCCCCCCCCCCC(=O)O[C@H](COC(=O)CCCC/C=C\C/C=C\C/C=C\CCCCC)COP(=O)(O)OC[C@H](CO)O 1-(6Z,9Z,12Z-octadecatrienoyl)-2-docosanoyl-glycero-3-phospho-(1'-sn-glycerol)